6-bromo-3-(1-methyl-1H-pyrazol-4-yl)-5-[(3R)-piperidin-4-yl]-5-[(4,6-dimethyl-2-oxo-1,2-dihydropyridin-3-yl)methyl]-3-methyl-6-[6-(piperazin-1-yl)pyridin-3-yl]-1H-indole-4-carboxamide BrC1(C(C(=C2C(CNC2=C1)(C)C=1C=NN(C1)C)C(=O)N)(CC=1C(NC(=CC1C)C)=O)C1CCNCC1)C=1C=NC(=CC1)N1CCNCC1